(6-(5-fluoro-3-(((4-isopropylpyrimidin-2-yl) amino) methyl) thiophen-2-yl)-2-methylpyridin-3-yloxy) cyclohexanecarboxylate C1(CCCCC1)C(=O)OOC=1C(=NC(=CC1)C=1SC(=CC1CNC1=NC=CC(=N1)C(C)C)F)C